1-[(4-bromophenyl)methyl]Azetidine-3-carboxylic acid methyl ester COC(=O)C1CN(C1)CC1=CC=C(C=C1)Br